O=C1CC[C@H](NC1)C(=O)[O-] (S)-5-oxo-piperidine-2-carboxylate